BrC=1C=C(C=CC1)[C@@H]1N(C[C@H](CC1)C)C(=O)OC(C)(C)C tert-butyl (2R,5S)-2-(3-bromophenyl)-5-methyl-piperidine-1-carboxylate